3-(1H-pyrazol-4-yl)pyrazin-2(1H)-one N1N=CC(=C1)C=1C(NC=CN1)=O